1-(3-cyano-6-(1-methyl-1H-pyrazol-4-yl)pyrazolo[1,5-a]pyridin-4-yl)pyrrole C(#N)C=1C=NN2C1C(=CC(=C2)C=2C=NN(C2)C)N2C=CC=C2